FC=1C(=C(C(=O)N)C=C(C1F)CC1=C(C(=NC=C1)NS(NC)(=O)=O)F)NC1=C(C=C(C=C1)SC)F 3,4-Difluoro-5-[[3-fluoro-2-(methylsulfamoylamino)pyridin-4-yl]methyl]-2-(2-fluoro-4-methylsulfanylanilino)benzamide